1-butyl-1-methylpyrrolidinium chloride [Cl-].C(CCC)[N+]1(CCCC1)C